NC1=C(C(=NN1C(C)(C)C)C1=NOC(=C1)C1CC1)C#N 5-amino-1-tert-butyl-3-(5-cyclopropylisoxazol-3-yl)pyrazole-4-carbonitrile